N-(2H-1,2,4-triazole-5-yl)salicylamide N=1NC=NC1NC(C=1C(O)=CC=CC1)=O